ClC1=NN(C(C=C1)=O)[C@@H](C)C1=CC=C(C(=O)OC(C)(C)C)C=C1 tert-butyl (S)-4-(1-(3-chloro-6-oxo-pyridazin-1(6H)-yl)ethyl)benzoate